C(CCCCCCC\C=C/CCCCCCCC)(=O)O (9Z)-Octadec-9-enoic acid